O=C1NC(CCC1N1C(C2=CC=C(C=C2C1=O)N1CCN(CC1)CCN1CCC(CC1)C1=CC=C(C=C1)/C(=C(/CC)\C1=CC=CC=C1)/C1=CC=C(C=C1)O)=O)=O (E)-2-(2,6-dioxopiperidin-3-yl)-5-(4-(2-(4-(4-(1-(4-hydroxyphenyl)-2-phenylbut-1-en-1-yl)phenyl)piperidin-1-yl)ethyl)piperazin-1-yl)isoindoline-1,3-dione